[N+](=O)([O-])C=1C=CC2=C(C(=N[C@H](C=3N2C(=NN3)SCC#C)CCC(=O)OC)C3=C(C=CC=C3)Cl)C1 methyl (S)-3-(8-nitro-6-(2-chlorophenyl)-1-(prop-2-yn-1-ylthio)-4H-benzo[f][1,2,4]triazolo[4,3-a][1,4]diazepin-4-yl)propionate